N-[3-(3-chloro-2-methylphenyl)pyrrolidin-3-yl]-4-methoxyquinolin-7-amine hydrochloride Cl.ClC=1C(=C(C=CC1)C1(CNCC1)NC1=CC=C2C(=CC=NC2=C1)OC)C